FC([C@@H]1CC[C@H](CC1)CCOC=1C=C2C(=CNC2=CC1)NC(C)=O)(F)F N-(5-(2-(trans-4-(trifluoromethyl)cyclohexyl)ethoxy)-1H-indol-3-yl)acetamide